3-chloro-4-hydroxyphenyl-boric acid ClC=1C=C(C=CC1O)OB(O)O